C(C)(C)N(C(C)C)P(OCC(C\C=C(\CCCC(CCCC(CCCC(C)C)C)C)/C)C#N)N(C(C)C)C(C)C bis(diisopropylamino)(2-cyano-2-((E)-3,7,11,15-tetramethyl-2-hexadecen-1-yl)ethoxy)phosphine